C(C)(C)(C)OC(=O)C12C(C(C1)C2)NC=2C1=C(N=CN2)N(C=C1)S(=O)(=O)C1=CC=C(C)C=C1 ((7-tosyl-7H-pyrrolo[2,3-d]pyrimidin-4-yl)amino)bicyclo[1.1.1]pentane-1-carboxylic acid tert-butyl ester